8-methyl-6,7,8,9-tetrahydro-3H-pyrazolo[3,4-H]isoquinoline CN1CC=2C3=C(C=CC2CC1)NN=C3